CC=1C(=NC=CN1)NC1CCC(CC1)OC1=C2C=CC=NC2=CC(=N1)N1CCOCC1 3-methyl-N-((1s,4s)-4-((7-morpholino-1,6-naphthyridin-5-yl)oxy)cyclohexyl)pyrazin-2-amine